5-nitro-1-[[4-[3-(trifluoromethyl)phenyl]phenyl]methyl]indole [N+](=O)([O-])C=1C=C2C=CN(C2=CC1)CC1=CC=C(C=C1)C1=CC(=CC=C1)C(F)(F)F